CN(C=CC(=O)C1=C(C(=C(C=C1)[N+](=O)[O-])F)O)C 3-(Dimethylamino)-1-(3-fluoro-2-hydroxy-4-nitrophenyl)prop-2-en-1-one